C1(CC1)CN(CCC)CC1=C(C=C(C=C1)B(O)O)F (4-([(CYCLOPROPYLMETHYL)(PROPYL)AMINO]METHYL)-3-FLUOROPHENYL)BORANEDIOL